FC1=CC=C(OC2=NC(=NC=C2)C2=CC(=C(C(=C2)F)N2CCC(CC2)CC(=O)O)F)C=C1 2-[1-[4-[4-(4-fluorophenoxy)pyrimidin-2-yl]-2,6-difluoro-phenyl]-4-piperidinyl]acetic acid